CC=1C(=NC(=NC1)NC1CCC(CC1)N)C1=CN=C2N1C=C(C=C2)C2=CC=NC=C2 (1r,4r)-N1-(5-Methyl-4-(6-(pyridin-4-yl)imidazo[1,2-a]pyridin-3-yl)pyrimidin-2-yl)cyclohexane-1,4-diamine